N1(CCC1)CC1=C(CNC2=CC(=C(C(=C2)F)S(=O)(=O)NC2=NOC(=C2)C)F)C(=CC=C1F)F 4-((2-(azetidin-1-ylmethyl)-3,6-difluorobenzyl)amino)-2,6-difluoro-N-(5-methylisoxazol-3-yl)benzenesulfonamide